C(C)(C)(C)C1=C(C=CC(=C1)CN1CC2(C1)CN(C2)S(=O)(=O)C)C2=CC=C(C=C2)C(C(F)(F)F)(C(F)(F)F)O 2-(2'-(tert-butyl)-4'-((6-(methylsulfonyl)-2,6-diazaspiro[3.3]heptan-2-yl)methyl)-[1,1'-biphenyl]-4-yl)-1,1,1,3,3,3-hexafluoropropan-2-ol